C12CC3CC(CC(C1)C3)C2 trans-adamantane